ClC1=C(C=CC(=C1)C(F)(F)F)NC(=O)NC1=CC(=C(C=C1)OC)C=1N(N=CC1)C(C)C 1-(2-Chloro-4-trifluoromethyl-phenyl)-3-[3-(2-isopropyl-2H-pyrazol-3-yl)-4-methoxy-phenyl]-urea